N-(4-(7-(8-ethynyl-7-fluoro-3-(2-hydroxypropan-2-yl)naphthalen-1-yl)-8-fluoro-2-((tetrahydro-1H-pyrrolizin-7a(5H)-yl)methoxy)pyrido[4,3-d]pyrimidin-4-yl)-1,4-oxazepan-6-yl)acrylamide C(#C)C=1C(=CC=C2C=C(C=C(C12)C1=C(C=2N=C(N=C(C2C=N1)N1CCOCC(C1)NC(C=C)=O)OCC12CCCN2CCC1)F)C(C)(C)O)F